O1CCCOC1 1,5-dioxane